5-{3-[1-(Piperidin-4-yl)ethoxy]-4-(trifluoromethyl)phenyl}-1,3,4-oxadiazol-2(3H)-one N1CCC(CC1)C(C)OC=1C=C(C=CC1C(F)(F)F)C1=NNC(O1)=O